nickel manganese titanium zinc [Zn].[Ti].[Mn].[Ni]